N-[(1H-benzimidazol-2-yl)methyl]-8-bromo-2-[(3S)-3-(methylamino)pyrrolidin-1-yl]pyrazolo[1,5-a][1,3,5]triazin-4-amine N1C(=NC2=C1C=CC=C2)CNC2=NC(=NC=1N2N=CC1Br)N1C[C@H](CC1)NC